C(=O)(OC(C)(C)C)N[C@@H](CCCCN)C(=O)O Nα-Boc-E-lysine